6-(2-(5-cyclopropyl-3-(2,6-dichlorophenyl)isoxazol-4-yl)-7-azaspiro[3.5]non-1-en-7-yl)-1-methyl-1H-indole-3-carboxylic acid C1(CC1)C1=C(C(=NO1)C1=C(C=CC=C1Cl)Cl)C1=CC2(C1)CCN(CC2)C2=CC=C1C(=CN(C1=C2)C)C(=O)O